ethyl 1-methyl-2-oxo-cyclopent-3-ene-1-carboxylate CC1(C(C=CC1)=O)C(=O)OCC